(S)-(4-chloro-2-(2-hydroxypropan-2-yl)oxazol-5-yl)(4-(7-fluorobenzo[d]oxazol-2-yl)-6,7-dihydro-1H-imidazo[4,5-c]pyridin-5(4H)-yl)methanone ClC=1N=C(OC1C(=O)N1[C@@H](C2=C(CC1)NC=N2)C=2OC1=C(N2)C=CC=C1F)C(C)(C)O